(9S)-9-Hydroxy-12-(6-methoxypyridin-3-yl)-4-thia-2,12-diazatricyclo[7.3.0.03,7]dodeca-1,3(7),5-trien-8-on O[C@@]12C(C=3C=CSC3N=C2N(CC1)C=1C=NC(=CC1)OC)=O